6-chloro-2-[3-(difluoromethoxy)-5-(difluoromethyl)pyrazol-1-yl]-3-pyridyl-ethanone ClC1=CC=C(C(=N1)N1N=C(C=C1C(F)F)OC(F)F)C(C)=O